9b-Amino-4b-hydroxy-4-nitro-7-(trifluoromethyl)-4b,9b-dihydro-10H-indeno[1,2-b]benzofuran-10-one NC12C(OC3=C1C=CC(=C3)C(F)(F)F)(C3=C(C=CC=C3C2=O)[N+](=O)[O-])O